N-((1r,4r)-4-((3-([2,3'-bipyridin]-5-yl)-2-oxo-2,3-dihydro-1H-benzo[d]imidazol-1-yl)methyl)cyclohexyl)-5-chloro-2-methylnicotinamide N1=C(C=CC(=C1)N1C(N(C2=C1C=CC=C2)CC2CCC(CC2)NC(C2=C(N=CC(=C2)Cl)C)=O)=O)C=2C=NC=CC2